NC=1C(=NON1)/C(=N/O)/NCC1=CC(=CC=C1)Br (Z)-4-amino-N-(3-bromobenzyl)-N'-hydroxy-1,2,5-oxadiazole-3-carboxamidine